[O-2].[Ta+5].[Zn+2] zinc-tantalum-oxide